sodium tripropylphosphate C(CC)OP(=O)(OCCC)OCCC.[Na]